C(C)OCC1(CC(N(C1)CC=1C=CC(=NC1)C)(C)C)CCC1=NC=C(C=C1)F 5-((4-(ethoxymethyl)-4-(2-(5-fluoropyridin-2-yl)ethyl)-2,2-dimethylpyrrolidin-1-yl)methyl)-2-methylpyridine